O.CCC propane-hydrate